N-[4-(3-Benzyl-1H-1,2,4-triazol-5-yl)phenyl]-3-[(1,1-dioxo-1,4-thiazinan-4-yl)methyl]benzamide C(C1=CC=CC=C1)C1=NNC(=N1)C1=CC=C(C=C1)NC(C1=CC(=CC=C1)CN1CCS(CC1)(=O)=O)=O